5-(2-ethoxy-5-(piperazin-1-ylsulfonyl)phenyl)-1-methyl-3-propyl-1,6-dihydro-7H-pyrazolo[4,3-d]pyrimidin-7-one C(C)OC1=C(C=C(C=C1)S(=O)(=O)N1CCNCC1)C=1NC(C2=C(N1)C(=NN2C)CCC)=O